8-(1,3-dimethylpyrazol-4-yl)-1-[3-fluoro-5-(tridecylmethoxy)-4-pyridinyl]-7-methoxy-3-methyl-imidazo[4,5-c]quinolin-2-one CN1N=C(C(=C1)C1=CC=2C3=C(C=NC2C=C1OC)N(C(N3C3=C(C=NC=C3OCCCCCCCCCCCCCC)F)=O)C)C